C(C)(C)(C)OC(=O)N1C[C@@H](CCC1)NC=1C=C2C(=NC1)N=C(N2C)C2=C(C=C(C=C2)Br)O (R)-3-((2-(4-bromo-2-hydroxyphenyl)-1-methyl-1H-imidazo[4,5-b]pyridin-6-yl)amino)piperidine-1-carboxylic acid tert-butyl ester